C(C1=CC=CC=C1)N1CCC(CC1)(C#N)C1=NC=CN=C1 1-benzyl-4-(pyrazin-2-yl)piperidine-4-carbonitrile